4-(2,4-dimethyl-1,3-thiazol-5-yl)-3-(3'-((methylsulfonyl)amino)biphenyl-2-yl)propanamide CC=1SC(=C(N1)C)C1=CC(=C(C=C1)C1=CC(=CC=C1)NS(=O)(=O)C)CCC(=O)N